P(=O)(O)(O)O.FC(F)(F)[SiH3].FC(F)(F)[SiH3].FC(F)(F)[SiH3] tri(trifluoromethylsilane) phosphate